tert-butyl 2-(3-cyclopropyl-1H-pyrazol-4-yl)-3',6'-dihydro-[3,4'-bipyridine]-1'(2'H)-carboxylate C1(CC1)C1=NNC=C1C1=NC=CC=C1C=1CCN(CC1)C(=O)OC(C)(C)C